FC1=C(C(=CC=C1OC)N1N=NN=C1)CN (2-fluoro-3-methoxy-6-(1H-tetrazol-1-yl)phenyl)methylamine